N-stearyl-sphinganine C(CCCCCCCCCCCCCCCCC)N[C@@H](CO)[C@H](O)CCCCCCCCCCCCCCC